6-(5-cyanopyrazin-2-ylamino)-N-(cyclopentylmethyl)-4-(morpholin-2-ylmethylamino)pyridazine-3-carboxamide C(#N)C=1N=CC(=NC1)NC1=CC(=C(N=N1)C(=O)NCC1CCCC1)NCC1CNCCO1